CCCCCCCC[Si](CCCCCCCC)(Cl)Cl di-n-octyldichlorosilane